5-(1-(2-((R)-2-((tert-Butoxycarbonyl)amino)propoxy)-5-fluoropyridin-3-yl)-2-azabicyclo[3.1.0]Hexane-2-yl)pyrazolo[1,5-a]Pyrimidine-3-carboxylic acid C(C)(C)(C)OC(=O)N[C@@H](COC1=NC=C(C=C1C12N(CCC2C1)C1=NC=2N(C=C1)N=CC2C(=O)O)F)C